N-cyclopentyl-N-methyl-5-(2-((1-(methylsulfonyl)piperidin-4-yl)amino)-5-(trifluoromethyl)pyrimidin-4-yl)thiazol-2-amine C1(CCCC1)N(C=1SC(=CN1)C1=NC(=NC=C1C(F)(F)F)NC1CCN(CC1)S(=O)(=O)C)C